S(=O)(=O)(OC[C@H]([C@H]([C@@H]([C@H](C(=O)NCCCOCC(CCCC)CC)O)O)O)O)[O-].[Na+] sodium (2R,3R,4S,5R)-6-((3-((2-ethylhexyl)oxy)propyl)amino)-2,3,4,5-tetrahydroxy-6-oxohexyl sulfate